FC(C(=O)O)(F)F.O(C1=CC=CC=C1)C=1C=C(C=CC1)C(CC#N)N1N=CC(=C1)C=1C2=C(N=CN1)NC=C2 3-(3-phenoxyphenyl)-3-[4-(7H-pyrrolo[2,3-d]pyrimidin-4-yl)-1H-pyrazol-1-yl]propanenitrile trifluoroacetate